vinyltri(2-methoxyethoxy)silane C(=C)[Si](OCCOC)(OCCOC)OCCOC